6-(3-Bromo-1-(3-chloropyridin-2-yl)-1H-pyrazol-5-carboxamido)-N-(tert-butyl)pyrazolo[1,5-a]pyridin-7-carboxamid BrC1=NN(C(=C1)C(=O)NC=1C=CC=2N(C1C(=O)NC(C)(C)C)N=CC2)C2=NC=CC=C2Cl